N-(cis-2-((2-(3,5-difluorophenyl)-1,3-thiazol-4-yl)methyl)-1-((1-methylcyclobutyl)carbonyl)pyrrolidin-3-yl)methanesulfonamide FC=1C=C(C=C(C1)F)C=1SC=C(N1)C[C@@H]1N(CC[C@@H]1NS(=O)(=O)C)C(=O)C1(CCC1)C